Tert-butyl (2S)-2-(5-cyclopropyl-6-oxopyrimidin-1-yl)propanoate C1(CC1)C1=CN=CN(C1=O)[C@H](C(=O)OC(C)(C)C)C